6-chloro-5-(2-(difluoromethoxy)phenyl-1H-benzo[d]imidazol-2-yl)-3-(4-((cyclopropylmethyl)sulfonyl)phenyl)propanoate ClC1=C(C(=CC=C1CCC(=O)[O-])S(=O)(=O)CC1CC1)C1=NC2=C(N1C1=C(C=CC=C1)OC(F)F)C=CC=C2